C1(CC1)N1CCP(CC1)(C1=CC(=C(C=C1)NC=1N=C(C2=C(N1)NC=C2C(F)(F)F)NCC)OC)=O 1-cyclopropyl-4-(4-((4-(ethylamino)-5-(trifluoromethyl)-7H-pyrrolo[2,3-d]pyrimidin-2-yl)amino)-3-methoxyphenyl)-1,4-azaphosphinane 4-oxide